benzyl ((2RS,3SR,4RS)-2-(bicyclo[1.1.0]butan-1-yl)-6-methoxy-3-propyl-1,2,3,4-tetrahydro-1,5-naphthyridin-4-yl)carbamate C12(CC2C1)[C@@H]1NC2=CC=C(N=C2[C@@H]([C@H]1CCC)NC(OCC1=CC=CC=C1)=O)OC |r|